(R)-3-(N-methylisobutyramido)-N-(pyrrolidin-3-yl)benzamide TFA salt OC(=O)C(F)(F)F.CN(C(C(C)C)=O)C=1C=C(C(=O)N[C@H]2CNCC2)C=CC1